tert-butyl (((2S,4R)-4-(5-carbamoyl-3-fluoro-2-(2-((tetrahydro-2H-pyran-2-yl)oxy)ethoxy)pyridin-4-yl)-5-chloro-6-fluoro-2-phenyl-2,3-dihydrobenzofuran-2-yl)methyl)carbamate C(N)(=O)C=1C(=C(C(=NC1)OCCOC1OCCCC1)F)C1=C(C(=CC2=C1C[C@](O2)(C2=CC=CC=C2)CNC(OC(C)(C)C)=O)F)Cl